Cl.C(C)N(CC)CCOC([C@@H](N)CCCCN)=O lysine-diethylaminoethyl ester hydrochloride